NC[C@H](CC1=CC(=C(C(=C1)C)O)C)N(C)C (S)-4-(3-amino-2-(dimethylamino)propyl)-2,6-dimethylphenol